ClC1=C(C(=O)NCC(C2=C(N=CS2)C(F)F)N2CCC(CC2)COC2=CC(=NC=C2)C#N)C(=CC=C1)F 2-Chloro-N-[2-(4-{[(2-cyanopyridin-4-yl)oxy]methyl}piperidin-1-yl)-2-[4-(difluoromethyl)-1,3-thiazol-5-yl]ethyl]-6-fluorobenzamide